FC=1C(=C(C=C2CCN(CC12)CCCC1CCOCC1)O)N1CC(NS1(=O)=O)=O 5-{8-fluoro-6-hydroxy-2-[3-(oxan-4-yl)propyl]-1,2,3,4-tetrahydroisoquinolin-7-yl}-1λ6,2,5-thiadiazolidine-1,1,3-trione